dimyristyl-ruthenium C(CCCCCCCCCCCCC)[Ru]CCCCCCCCCCCCCC